C(C)N1C=NC(=C1C1=NC(=NC=C1)S(=O)(=O)C)C1=CC=C(C=C1)F 4-(1-Ethyl-4-(4-fluorophenyl)-1H-imidazol-5-yl)-2-(methylsulfonyl)pyrimidine